COC=1C=C(CC(CC(=O)OC(C)(C)C)C(C)O)C=CC1OC tert-butyl 3-(3,4-dimethoxybenzyl)-4-hydroxyvalerate